1-(9Z,12Z-octadecadienoyl)-2-heneicosanoyl-glycero-3-phosphoserine CCCCCCCCCCCCCCCCCCCCC(=O)O[C@H](COC(=O)CCCCCCC/C=C\C/C=C\CCCCC)COP(=O)(O)OC[C@@H](C(=O)O)N